2-bromo-4,5-dimethoxy-N-(prop-2-yn-1-yl)benzenesulfonamide tert-Butyl-4-[(2,2-dimethylpropyl)amino]piperidine-1-carboxylate C(C)(C)(C)OC(=O)N1CCC(CC1)NCC(C)(C)C.BrC1=C(C=C(C(=C1)OC)OC)S(=O)(=O)NCC#C